5-Benzyloxylisoquinoline C(C1=CC=CC=C1)OC1=C2C=CN=CC2=CC=C1